C1(CCCC1)NC(CN1CC(CCC1)C=O)=O N-CYCLOPENTYL-2-(3-FORMYLPIPERIDIN-1-YL)ACETAMIDE